N-(1,1-dioxotetrahydrothiopyran-4-yl)thiazole allyl-6-chloro-5-(4-(2-(10-methoxy-10-oxodecanamido)ethoxy)phenyl)-1-(10-methoxy-10-oxodecanoyl)-1H-indole-3-carboxylate C(C=C)OC(=O)C1=CN(C2=CC(=C(C=C12)C1=CC=C(C=C1)OCCNC(CCCCCCCCC(=O)OC)=O)Cl)C(CCCCCCCCC(=O)OC)=O.O=S1(CCC(CC1)N1CSC=C1)=O